C(CCC(=O)O)(=O)O.OC(C)N1C(CC(CC1(C)C)O)(C)C (1-hydroxyethyl-2,2,6,6-tetramethyl-4-hydroxypiperidine) succinate